C1(CC1)C1=C(C=CC=C1)C=1C=C2C(CC3(CN(CC3)C(=O)C3=NC(=CC=C3)COC)C2=CC1)O (5-(2-cyclopropylphenyl)-3-hydroxy-2,3-dihydrospiro[indene-1,3'-pyrrolidin]-1'-yl)(6-(methoxymethyl)pyridin-2-yl)methanone